CCC(C)OC(=O)OOC(=O)OC(C)C isopropyl-sec-butylperoxydicarbonate